tert-butyl 5-bromo-3,4-difluoro-2-methylbenzoate BrC=1C(=C(C(=C(C(=O)OC(C)(C)C)C1)C)F)F